C(#N)C=1C=C(C=CC1)C=1N=C2N(N=C(C=C2)C(=O)N[C@H](C(C)(C)O)C)C1C1=CC(=NC(=C1)C(F)(F)F)C 2-(3-cyanophenyl)-N-[(1S)-2-hydroxy-1,2-dimethyl-propyl]-3-[2-methyl-6-(trifluoromethyl)-4-pyridinyl]imidazo[1,2-b]pyridazine-6-carboxamide